The molecule is a glycosyloxyflavone that is isorhamnetin substituted at position 3 by a beta-D-glucosyl residue. It has a role as a metabolite. It is a monosaccharide derivative, a glycosyloxyflavone, a monomethoxyflavone, a trihydroxyflavone and a beta-D-glucoside. It derives from an isorhamnetin and a beta-D-glucose. COC1=C(C=CC(=C1)C2=C(C(=O)C3=C(C=C(C=C3O2)O)O)O[C@H]4[C@@H]([C@H]([C@@H]([C@H](O4)CO)O)O)O)O